ethyl 2-methylidene-5-oxo-tetrahydropyrrolizine-7a-carboxylate C=C1CC2(CCC(N2C1)=O)C(=O)OCC